3-phenyl-propanal C1(=CC=CC=C1)CCC=O